BrC=1C=C(C(=NC1)N1CC(C1)N(C)C)N 5-bromo-2-[3-(dimethylamino)azetidin-1-yl]Pyridin-3-amine